(R)-4-ethoxy-N,N,N-trimethyl-4-oxo-2-(propionyloxy)butan-1-aminium chloride [Cl-].C(C)OC(C[C@H](C[N+](C)(C)C)OC(CC)=O)=O